C(C)(C)(C)OC(N[C@@H]1CN(CC1)C(=O)C=1SC(=CC1C)C1=CC=C(C=C1)C=O)=O.ClP(C1=CC=C(C=C1)OC)C1=CC=C(C=C1)OC Chlorobis(4-methoxyphenyl)phosphine tert-butyl-N-[(3S)-1-{[5-(4-formylphenyl)-3-methylthiophen-2-yl]carbonyl}pyrrolidin-3-yl]carbamate